ClC1=NC(=C2N=CN(C2=N1)C(C)C)NCC1=C(C=CC=C1N1N=CC=C1)F 2-chloro-N-(2-fluoro-6-(1H-pyrazol-1-yl)benzyl)-9-isopropyl-9H-purin-6-amine